C1(C=2C(C(=O)OCCCCO1)=CC=CC2)=O 4-butylene phthalate